rubidium lithium cesium salt [Cs].[Li].[Rb]